COC1=CC=C(C=C1)C2(CCOCC2)CNC(=O)C3=CC=C(C=C3)NC(=O)COC4=CC=CC=C4 N-[(3R)-3-(Dimethylamino)-2,3,4,9-tetrahydro-1H-carbazol-6-yl]-4-fluorobenzamide hydrochloride